(S)-5-methyl-N-(3-(1-((1-methyl-1H-pyrazolo[3,4-b]pyrazin-6-yl)amino)ethyl)phenyl)-6-(thiomorpholinomethyl)nicotinamide CC=1C(=NC=C(C(=O)NC2=CC(=CC=C2)[C@H](C)NC2=CN=C3C(=N2)N(N=C3)C)C1)CN1CCSCC1